(2Z)-2-methyl-5-[(1s,2r,4r)-2-methyl-3-methylenebicyclo[2.2.1]hept-2-yl]-2-penten-1-ol C/C(/CO)=C/CC[C@@]1([C@H]2CC[C@@H](C1=C)C2)C